C(C)OC(C(CN1N=CC=C1)OC(NC1=C(C=CC=C1C(C)C)C)=O)=O Ethyl-2-({[2-methyl-6-(propan-2-yl)phenyl]carbamoyl}oxy)-3-(1H-pyrazol-1-yl)propanoat